2-[1-(2,6-dioxo-3-piperidyl)-3-methyl-indazol-4-yl]acetaldehyde O=C1NC(CCC1N1N=C(C2=C(C=CC=C12)CC=O)C)=O